propionic acid 3-(2-(isopropyl (methyl) amino) ethyl)-1H-indol-5-yl ester C(C)(C)N(CCC1=CNC2=CC=C(C=C12)OC(CC)=O)C